ClC1=C(C=CC=C1F)C1CCNCC1 4-(2-chloro-3-fluoro-phenyl)piperidin